ClC=1C=C(C=CC1OCC1=CC(=CC=C1)F)NC1=NC=NC2=CC(=C(C=C12)NC(C=C)=O)C#CC1(COCC1)C N-(4-((3-chloro-4-((3-fluorobenzyl)oxy)-phenyl)amino)-7-((3-methyltetrahydrofuran-3-yl)ethynyl)quinazolin-6-yl)acrylamide